C(C)(C)(C)N(C(O)=O)C1CN(C(CC1)=O)CC(F)(F)F.NC1CCC(N(C1)CC(F)(F)F)=O 5-Amino-1-(2,2,2-trifluoroethyl)piperidin-2-one tert-Butyl-(6-oxo-1-(2,2,2-trifluoroethyl)piperidin-3-yl)carbamate